CC1N(CCC1)CCNC(C1=CC=CC(=C1)C(F)(F)F)=O N-(2-(2-methylpyrrolidin-1-yl)ethyl)-5-(trifluoromethyl)benzamide